ClC1=C(C=CC(=C1)C(F)(F)F)NC(CN1C=2N(C(C(=C1CC)N1CCNCC1)=O)N=C(N2)C=2C=C1COC(C1=CC2)(C)C)=O N-(2-chloro-4-(trifluoromethyl)phenyl)-2-(2-(1,1-dimethyl-1,3-dihydroisobenzofuran-5-yl)-5-ethyl-7-oxo-6-(piperazin-1-yl)-[1,2,4]triazolo[1,5-a]pyrimidin-4(7H)-yl)acetamide